(5S)-1-[(3-bromo-4-fluorophenyl)carbonyl]-3,3-difluoro-5-{5-methyl-[1,2,4]triazolo[1,5-a]pyrimidin-7-yl}piperidine BrC=1C=C(C=CC1F)C(=O)N1CC(C[C@@H](C1)C1=CC(=NC=2N1N=CN2)C)(F)F